1,3-diiminoisoindoline tert-butyl-(S)-2-((4-(3-((4-chloro-2-fluorobenzyl)oxy)phenyl)-3,6-dihydropyridin-1(2H)-yl)methyl)-1-(oxetan-2-ylmethyl)-1H-benzo[d]imidazole-6-carboxylate C(C)(C)(C)OC(=O)C=1C=CC2=C(N(C(=N2)CN2CCC(=CC2)C2=CC(=CC=C2)OCC2=C(C=C(C=C2)Cl)F)C[C@H]2OCC2)C1.N=C1NC(C2=CC=CC=C12)=N